tert-Butyl (2S,3S)-3-((tert-butoxycarbonyl) (2-((tert-butyldimethylsilyl)oxy) ethyl)amino)-2-methylpyrrolidine-1-carboxylate C(C)(C)(C)OC(=O)N([C@@H]1[C@@H](N(CC1)C(=O)OC(C)(C)C)C)CCO[Si](C)(C)C(C)(C)C